[Ru](Cl)(Cl)Cl.N1=C(C=CC=C1)C1=NC=CC=C1 (2,2'-bipyridyl) ruthenium chloride